C1(=CC=CC2=CC=CC=C12)C(=O)[O-] Naphthate